2,2,2-trifluoromethyl-trifluoro-ethoxy-chromone FCC(COC=1OC2=CC=C(C(=C2C(C1F)=O)F)F)(CF)CF